1,2-epoxy-5-hexen-3-ol C1C(C(CC=C)O)O1